ethyl N-(2-chloro-4-nitropyridin-3-yl)-N-methyl-L-alaninate ClC1=NC=CC(=C1N([C@@H](C)C(=O)OCC)C)[N+](=O)[O-]